COC=1C(=C2C=CNC2=C(C1)C)CN1[C@@H](CCCC1)C1=CC(=C(C(=O)O)C=C1)NC (S)-4-(1-((5-Methoxy-7-methyl-1H-indol-4-yl)methyl)piperidin-2-yl)-2-(methylamino)benzoic acid